CC1=NC=CC(=C1)C1=C(N=C(N1)N)C1=CC2=C(OCCN2S(=O)(=O)C)C=C1 5-(2-Methylpyridin-4-yl)-4-(4-(methyl-sulfonyl)-3,4-dihydro-2H-benzo[b][1,4]oxazin-6-yl)-1H-imidazol-2-amine